4-Oxo-3-(2-(trifluoromethoxy)ethyl)-3,4-dihydroimidazo[5,1-d][1,2,3,5]tetrazine-8-carbonitrile O=C1N2C(N=NN1CCOC(F)(F)F)=C(N=C2)C#N